5-(2-phenylbutyrylamino)-N-(4-chlorobenzyl)thiazole-4-carboxamide C1(=CC=CC=C1)C(C(=O)NC1=C(N=CS1)C(=O)NCC1=CC=C(C=C1)Cl)CC